COC(=O)[C@@H]1C(=C([C@H]1C1=C(C=CC=C1)OC)C1=CC=CC=C1)C1SCCCS1 trans-2-(1,3-dithian-2-yl)-4-(2-methoxyphenyl)-3-phenylcyclobut-2-ene-1-carboxylic acid methyl ester